2,6-bis(benzyloxy)-3-(4-bromo-5-fluoro-2-methoxyphenyl)pyridine C(C1=CC=CC=C1)OC1=NC(=CC=C1C1=C(C=C(C(=C1)F)Br)OC)OCC1=CC=CC=C1